COC1=CC=C(C=C1)NC1=NC=CC(=N1)C1=CN(C2=CC=CC=C12)C N-(4-methoxyphenyl)-4-(1-methyl-1H-indol-3-yl)pyrimidin-2-amine